C(C)C1=NC2=C(N1CC(=O)O)C=CC=C2 2-(2-ethyl-1H-benzimidazol-1-yl)acetic acid